((2-bromophenyl)(1-methyl-1H-indol-3-yl)methyl)triphenylphosphine triflate OS(=O)(=O)C(F)(F)F.BrC1=C(C=CC=C1)C(C1=CN(C2=CC=CC=C12)C)C1=C(C=CC=C1)P(C1=CC=CC=C1)C1=CC=CC=C1